6-((4-(hydroxymethyl)phenyl)amino)-N-methyl-5-nitropicolinamide OCC1=CC=C(C=C1)NC1=C(C=CC(=N1)C(=O)NC)[N+](=O)[O-]